[C@@H]12OC[C@@H](N(C1)C1=C(C=C(C(=C1)OC)NC1=NC=NC(=C1)N1OCC[C@@H]1C=1C=NC(=CC1)C)NC(C=C)=O)C2 N-(2-((1S,4S)-2-oxa-5-azabicyclo[2.2.1]heptane-5-yl)-4-methoxy-5-((6-((R)-3-(6-methylpyridine-3-yl)isoxazolidine-2-yl)pyrimidine-4-yl)amino)phenyl)acrylamide